Arsenic Oxybromide O(Br)Br.[As]